(1S,4s)-4-(2-((3R,4R)-3-methyltetrahydro-2H-pyran-4-ylamino)-8-(2,4,6-trichlorophenylamino)-9H-purin-9-yl)cyclohexanecarboxamide C[C@H]1COCC[C@H]1NC1=NC=C2N=C(N(C2=N1)C1CCC(CC1)C(=O)N)NC1=C(C=C(C=C1Cl)Cl)Cl